ClC(C)C1=NC2=C(C=CC=C2C(N1)=O)C 2-(1-chloroethyl)-8-methylquinazolin-4(3H)-one